C1(=CC=CC=C1)C1=CC=2C3=C(NC2C=C1)CCN(C3)C(=O)C=3C=C(C=CC3)C (8-phenyl-1,3,4,5-tetrahydro-2H-pyrido[4,3-b]indol-2-yl)(m-tolyl)methanone